C(C)(C)C1=CC=CC(=N1)C=1N(C(C2=C(N1)CN([C@@H](C2)C)C(=O)OC(C)(C)C)=O)C2=CC=C(C=C2)C(NC)=O t-butyl (R)-2-(6-isopropylpyridin-2-yl)-6-methyl-3-(4-(methylcarbamoyl)phenyl)-4-oxo-4,5,6,8-tetrahydropyrido[3,4-d]pyrimidine-7(3H)-carboxylate